methyl 6-formyl-5-methoxypyrazine-2-carboxylate C(=O)C1=C(N=CC(=N1)C(=O)OC)OC